N-((1r,4R)-4-((8-cyanoquinolin-5-yl)oxy)cyclohexyl)-4-((2R,4R)-4-(hydroxymethyl)-2-methylpiperidin-1-yl)benzamide C(#N)C=1C=CC(=C2C=CC=NC12)OC1CCC(CC1)NC(C1=CC=C(C=C1)N1[C@@H](C[C@@H](CC1)CO)C)=O